C(C)(C)C1=NC(=NC=C1C(F)(F)F)N[C@H]1C[C@H](CCC1)C1=NN=C2N1CCCC2 4-isopropyl-N-((1R,3S)-3-(5,6,7,8-tetrahydro-[1,2,4]triazolo[4,3-a]pyridin-3-yl)cyclohexyl)-5-(trifluoromethyl)pyrimidin-2-amine